(2R,3R,4R,5R)-5-(6-benzamido-9H-purin-9-yl)-4-((tert-butyldimethylsilyl)oxy)-2-(hydroxymethyl)tetrahydrofuran-3-yl hydrogen phosphonate triethylammonium salt C(C)[NH+](CC)CC.P(O[C@@H]1[C@H](O[C@H]([C@@H]1O[Si](C)(C)C(C)(C)C)N1C2=NC=NC(=C2N=C1)NC(C1=CC=CC=C1)=O)CO)(O)=O